(1R,4R)-4-(3-chloroanilino)-5'-fluoro-6'-formyl-2'-{(2R)-3-[(4-methoxyphenyl)methoxy]-2-methylpropyl}spiro[cyclohexane-1,1'-indene]-4-carboxylic acid ClC=1C=C(NC2(CCC3(C(=CC4=CC(=C(C=C34)C=O)F)C[C@H](COCC3=CC=C(C=C3)OC)C)CC2)C(=O)O)C=CC1